N-(2-cyclohexyl-1,3-thiazol-5-yl)-N-methylcyclobutane-1-carboxamide C1(CCCCC1)C=1SC(=CN1)N(C(=O)C1CCC1)C